FC1CC(N(C1)C(CC1=NOC(N1C)=O)=O)C(=O)NC(C1=NC=C(C=C1)C(C)C)C1=CC=CC=C1 4-fluoro-1-[2-(4-methyl-5-oxo-4,5-dihydro-1,2,4-oxadiazol-3-yl)acetyl]-N-{phenyl[5-(propan-2-yl)pyridin-2-yl]methyl}pyrrolidine-2-carboxamide